C(C)C1N(CC12C[C@H](CC2)N2CCC(CC2)(O)C=2C(=NC=C(C2)F)C2=NC=CN=C2)C(=O)OC2C(CC(CC2)CCC)OC 2-METHOXY-4-PROPYL-1-CYCLOHEXANOL ethyl-(6S)-6-[4-(5-fluoro-2-pyrazin-2-yl-3-pyridyl)-4-hydroxy-1-piperidyl]-2-azaspiro[3.4]octane-2-carboxylate